9-(4-((1-(3-fluoropropyl)azetidin-3-yl)methyl)phenyl)-8-(1H-pyrrol-2-yl)-6,7-dihydro-5H-benzo[7]annulene-3-carboxylic acid FCCCN1CC(C1)CC1=CC=C(C=C1)C1=C(CCCC2=C1C=CC(=C2)C(=O)O)C=2NC=CC2